1-(2-bromoethyl)-2-chloro-4-nitrobenzene BrCCC1=C(C=C(C=C1)[N+](=O)[O-])Cl